[3-[(1-acetylpiperidin-4-yl)methyl]-8-(2-chlorophenyl)-7-(4-chlorophenyl)-2,6-dioxopurin-1-yl]acetic acid C(C)(=O)N1CCC(CC1)CN1C(N(C(C=2N(C(=NC12)C1=C(C=CC=C1)Cl)C1=CC=C(C=C1)Cl)=O)CC(=O)O)=O